tert-butyl 4-(4-((((4-chlorobenzyl)oxy)carbonyl)amino)benzyl)piperidine-1-carboxylate ClC1=CC=C(COC(=O)NC2=CC=C(CC3CCN(CC3)C(=O)OC(C)(C)C)C=C2)C=C1